5-(2-acetamidoimidazo[1,2-b]pyridazin-6-yl)-2,6-dimethylnicotinic acid, lithium salt [Li+].C(C)(=O)NC=1N=C2N(N=C(C=C2)C=2C(=NC(=C(C(=O)[O-])C2)C)C)C1